[4-(2-methylpropoxy)phenyl]methyl N-{[2-(2,6-dioxopiperidin-3-yl)-3-oxo-2,3-dihydro-1H-isoindol-5-yl]methyl}carbamate O=C1NC(CCC1N1CC2=CC=C(C=C2C1=O)CNC(OCC1=CC=C(C=C1)OCC(C)C)=O)=O